[N+](=O)([O-])C1=CC=C(C=C1)S(=O)(=O)O[C@@H]1[C@H](CCC1)OC (1S,2S)-2-methoxycyclopentyl 4-nitrobenzenesulfonate